C1=CC=CC2=C(C3=CC=CC=C3C(=C12)CCC(=O)O)CCC(=O)O 3,3'-(anthracene-9,10-diyl)dipropionic acid